4,5-dimethylpyrrole CC=1C=CNC1C